((5-thiazolyl) methyl)-(4-nitrophenyl) carbonate C(OC1=C(C=C(C=C1)[N+](=O)[O-])CC1=CN=CS1)([O-])=O